2,6-Difluoro-N-(2-fluoro-3-(2-(3-methyl-3,8-diazabicyclo[3.2.1]octan-8-yl)-5-(2-(methylsulfonyl)pyrimidin-4-yl)thiazol-4-yl)phenyl)benzenesulfonamide FC1=C(C(=CC=C1)F)S(=O)(=O)NC1=C(C(=CC=C1)C=1N=C(SC1C1=NC(=NC=C1)S(=O)(=O)C)N1C2CN(CC1CC2)C)F